C(=O)O.CC1=NOC2=C1C(=NN=C2C2=C(C=C(C=C2)C(F)(F)F)O)N[C@H]2CN(CCC2)C 2-[3-methyl-4-[[(3R)-1-methyl-3-piperidyl]amino]isoxazolo[4,5-d]pyridazin-7-yl]-5-(trifluoromethyl)phenol formic acid salt